NCC1=CC(=C(C=C1)C1=CC=C(C=C1)C=1C=C2C(=NNC2=CC1Cl)CCC(=O)OC)O methyl 3-(5-(4'-(aminomethyl)-2'-hydroxy-[1,1'-biphenyl]-4-yl)-6-chloro-1H-indazol-3-yl)propanoate